OCC(NCCCNC(CO)(CO)CO)(CO)CO 1,3-bis(tris(hydroxy-methyl)methylamino)propane